diethyl-phosphinic acid C(C)P(O)(=O)CC